FC(C1(C2CCC(C1)N2C(=O)OC(C)(C)C)O[Si](C)(C)C)(F)F racemic-tert-butyl 2-(trifluoromethyl)-2-[(trimethylsilyl)oxy]-7-azabicyclo[2.2.1]heptane-7-carboxylate